N-[(3R)-piperidin-3-yl]benzamide N1C[C@@H](CCC1)NC(C1=CC=CC=C1)=O